CN1C(=NN=C1)CC(C)C=1C=C(N)C=CC1 3-[1-(4-methyl-1,2,4-triazol-3-yl)propan-2-yl]aniline